CC=1N=C(SC1S(=O)(=O)N1CCN(CC1)C[C@H](C)NC=1C2=C(N=CN1)C(=CS2)C)NC(C=C)=O N-[4-methyl-5-({4-[(2S)-2-({7-methylthieno[3,2-d]pyrimidin-4-yl}amino)propyl]piperazin-1-yl}sulfonyl)-1,3-thiazol-2-yl]propenamide